4-(6-chloro-3-(difluoromethoxy)pyridazin-4-yl)-6-methylnicotinic acid ClC1=CC(=C(N=N1)OC(F)F)C1=CC(=NC=C1C(=O)O)C